C(#N)N=C(N([C@@H](C)C1=CC=NC=C1)C)NC1COCC1(F)F 2-cyano-3-(4,4-difluorotetrahydrofuran-3-yl)-1-methyl-1-[(1S)-1-(4-pyridyl)ethyl]guanidine